C(C)(C)(C)OC(=O)N1CCC(CC1)C=1C=C2C=CNC2=CC1 4-(1H-indol-5-yl)piperidine-1-carboxylic acid tert-butyl ester